COC(=O)C=1C=C(C2=C(CC(O2)(C)C)C1)OC 7-methoxy-2,2-dimethyl-2,3-dihydrobenzofuran-5-carboxylic acid methyl ester